C1(CCCCC1)C(C(=O)NC1CCCCC1)N1C(=NC2=C1C=CC=C2)C2=C(C(=CC=C2)OC)OC 2,N-dicyclohexyl-2-[2-(2,3-dimethoxy-phenyl)-benzimidazol-1-yl]-acetamide